FC(C)(F)C1=CC=C(C(=N1)C)S(=O)(=O)N1CC2(C1)CC(C2)N(C2CC1(COC1)C2)C 2-((6-(1,1-difluoroethyl)-2-methylpyridin-3-yl)sulfonyl)-N-methyl-N-(2-oxaspiro[3.3]heptan-6-yl)-2-azaspiro[3.3]heptan-6-amine